N-(adamantan-2-yl)-2-((5-fluoro-2-(methylthio)pyrimidin-4-yl)oxy)acetamide C12C(C3CC(CC(C1)C3)C2)NC(COC2=NC(=NC=C2F)SC)=O